C(C)C(C(=O)O)CC 2-ethylbutanoic acid